COCCCOC1=C(C(=NC=C1)C[S@@](=O)C=1NC2=C(N1)C=C1CCOC1=C2)C (R)-2-[[[4-(3-methoxypropoxy)-3-methyl-2-pyridinyl]methyl]-sulfinyl]-6,7-dihydro-3H-benzofuro[5,6-d]imidazole